COC(=O)N[C@@H](CCCCN)C(=O)O methoxycarbonyl-L-lysine